5-chloro-2-(difluoromethyl)-N-((1r,4r)-4-((3-(5-morpholinopyridin-3-yl)-2-oxo-2,3-dihydro-1H-benzo[d]imidazol-1-yl)methyl)cyclohexyl)nicotinamide ClC=1C=NC(=C(C(=O)NC2CCC(CC2)CN2C(N(C3=C2C=CC=C3)C=3C=NC=C(C3)N3CCOCC3)=O)C1)C(F)F